C1=CC(=C(C(=C1)S)S)N Dithioaniline